ClC1=C(C=CC=C1)C1=NOC(=C1COC1COC1)C=1C=NN(C1C(F)(F)F)C[C@H](C)O (2S)-1-{4-[3-(2-chlorophenyl)-4-[(oxetan-3-yloxy)methyl]-1,2-oxazol-5-yl]-5-(trifluoromethyl)-1H-pyrazol-1-yl}propan-2-ol